5-(2-amino-6-fluoro-5-(4-(1-methyl-5,6-dihydro-1,2,4-triazin-4(1H)-yl)phenyl)pyridin-3-yl)-3,3-dimethylisoindolin-1-one 2,2,2-trifluoroacetate FC(C(=O)O)(F)F.NC1=NC(=C(C=C1C=1C=C2C(NC(C2=CC1)=O)(C)C)C1=CC=C(C=C1)N1C=NN(CC1)C)F